5-(isopentenyl-aminomethyl)-2-thio-uridine C(CC(=C)C)C(C=1C(NC(N([C@H]2[C@H](O)[C@H](O)[C@@H](CO)O2)C1)=S)=O)N